C(C)(C)(C)OC(NCCOCCOCCOCCOCC(=O)Cl)=O (14-chloro-14-oxo-3,6,9,12-tetraoxatetradecyl)-carbamic acid tert-butyl ester